O[C@H](C(=O)N1CCN(CC1)C(=O)OC(C)(C)C)C tert-butyl 4-[(2S)-2-hydroxypropanoyl]piperazine-1-carboxylate